N-(cyclopropylmethyl)-8-methoxy-2,2-dimethyl-7-[3-(pyrrolidin-1-yl)propoxy]-1H,2H,3H-cyclopenta[c]quinolin-4-amine formate C(=O)O.C1(CC1)CNC1=NC=2C=C(C(=CC2C2=C1CC(C2)(C)C)OC)OCCCN2CCCC2